O=[11C](O)[C@@H](N)CC1=CC=C(O)C(O)=C1 [11C]-DOPA